CC(C)C(C(C)C)=O 2,4-Dimethyl-3-pentanone